[Si](C)(C)(C(C)(C)C)OC(CN(CCCCS)CC(CCCCCCCCCC)O[Si](C)(C)C(C)(C)C)CCCCCCCCCC 4-(bis(2-((tert-butyldimethylsilyl)oxy)dodecyl)amino)butane-1-thiol